C(#C)C1=C2C(=NC=C1)NC(=C2)C 4-ethynyl-2-methyl-1H-pyrrolo[2,3-b]pyridine